NCCOCCOCCOCCOCCOC=1C=C(C=CC1)C(C(=O)N[C@@H](C(=O)NCC1=CC=C(C=C1)O)CCCN\C(=N/C(NCCNC(CC)=O)=O)\N)C1=CC=CC=C1 (2R)-2-(2-(3-((14-amino-3,6,9,12-tetraoxatetradecyl)oxy)phenyl)-2-phenylacetamido)-N-(4-hydroxybenzyl)-5-((Z)-2-((2-propionamidoethyl)carbamoyl)guanidino)pentanamide